COC(C(CN(O)O)CC)=O N,N-dihydroxyethyl-3-aminopropionic acid methyl ester